Benzyl 1-({[(benzyloxy)carbonyl]amino}sulfonyl)-3-[4-(piperidin-4-yl)phenyl]-1H-pyrrole-2-carboxylate hydrochloride Cl.C(C1=CC=CC=C1)OC(=O)NS(=O)(=O)N1C(=C(C=C1)C1=CC=C(C=C1)C1CCNCC1)C(=O)OCC1=CC=CC=C1